2,2'-([1,1'-biphenyl]-4,4'-diyl)bis(N-methyl-1H-indole-6-carboxamide) C1(=CC=C(C=C1)C=1NC2=CC(=CC=C2C1)C(=O)NC)C1=CC=C(C=C1)C=1NC2=CC(=CC=C2C1)C(=O)NC